C(C1=CC=CC=C1)OC1=C(N2C(C3=CC(=CC=C13)OC1=CC=C(C=C1)OC)=NC=N2)C(=O)OC methyl 6-(benzyloxy)-9-(4-methoxyphenoxy)-[1,2,4]triazolo[5,1-a]isoquinoline-5-carboxylate